N-acetylserine C(C)(=O)N[C@@H](CO)C(=O)O